3-[(4-Isopropylphenoxy)methyl]-1H-1,2,4-triazole-5(4H)-thione C(C)(C)C1=CC=C(OCC2=NNC(N2)=S)C=C1